5-{2-[5-Fluoro-2-(7-methylchinolin-8-sulfonamido)phenyl]ethynyl}-4-methyl-pyridin FC=1C=CC(=C(C1)C#CC=1C(=CC=NC1)C)NS(=O)(=O)C=1C(=CC=C2C=CC=NC12)C